CN(C(OC(C)(C)C)=O)[C@@H](C(NC1=CC=CC=C1)=O)C(C)C tert-butyl (R)-methyl(3-methyl-1-oxo-1-(phenylamino)butan-2-yl)carbamate